3-(2-chlorophenyl)-1,4-diazacycloheptane-1-carboxylic acid tert-butyl ester C(C)(C)(C)OC(=O)N1CC(NCCC1)C1=C(C=CC=C1)Cl